7-bromo-3-(isoquinolin-4-yl)-2,4-dioxo-3,4-dihydroquinazoline-1(2H)-carboxylic acid tert-butyl ester C(C)(C)(C)OC(=O)N1C(N(C(C2=CC=C(C=C12)Br)=O)C1=CN=CC2=CC=CC=C12)=O